(2-(5-(1-methyl-1H-pyrazol-4-yl)thiophene-2-yl)ethyl)-2-(trifluoromethyl)benzamide CN1N=CC(=C1)C1=CC=C(S1)CCC=1C(=C(C(=O)N)C=CC1)C(F)(F)F